7-(cyclopropoxy)quinazolin-4-ol C1(CC1)OC1=CC=C2C(=NC=NC2=C1)O